N(=[N+]=[N-])CCC[Si]1(C2=C(C=CC(=C2)N(C)C)C2(OC(C3=CC=CC=C23)=O)C2=C1C=C(C=C2)N(C)C)C (5r,10r)-5-(3-Azidopropyl)-3,7-bis(dimethylamino)-5-methyl-3'H,5H-spiro[dibenzo[b,e]siline-10,1'-isobenzofuran]-3'-one